(S)-5-bromo-2-fluoro-4-(1-phenylpropylamino)-N-(thiazol-2-yl)benzenesulfonamide BrC=1C(=CC(=C(C1)S(=O)(=O)NC=1SC=CN1)F)N[C@@H](CC)C1=CC=CC=C1